(R)-N-(4-((3-methoxypyrrolidin-1-yl)methyl)pyridin-2-yl)-5-(5-methyl-1H-pyrazol-4-yl)thiazolo[5,4-b]pyridin-2-amine CO[C@H]1CN(CC1)CC1=CC(=NC=C1)NC=1SC2=NC(=CC=C2N1)C=1C=NNC1C